[Co](F)F cobaltous difluoride